(R)-2-amino-N-(1-(8-((1-methyl-1H-pyrazol-4-yl)ethynyl)-1-thioxo-2-phenyl-1,2-dihydroisoquinolin-3-yl)ethyl)pyrazolo[1,5-a]pyrimidine-3-carboxamide NC1=NN2C(N=CC=C2)=C1C(=O)N[C@H](C)C=1N(C(C2=C(C=CC=C2C1)C#CC=1C=NN(C1)C)=S)C1=CC=CC=C1